Cl.S1N=C(C2=C1C=CC=C2)N2CCN(CC2)CCC=2C=C1CC(NC1=CC2Cl)=O 5-[2-[4-(1,2-benzisothiazol-3-yl)-1-piperazinyl]ethyl]-6-chloro-1,3-dihydro-2H-indol-2-one hydrochloride